3-((2,5-dihydroxy-3-carboxyphenyl)methylsulfonylmethyl)-2,5-dihydroxybenzoic acid OC1=C(C=C(C=C1C(=O)O)O)CS(=O)(=O)CC=1C(=C(C(=O)O)C=C(C1)O)O